Lead tetrabromide [Pb](Br)(Br)(Br)Br